COC1=CC=C(C=C1)NC1=CC=C(C=C1)OC Bis(4-methoxy-phenyl)amin